C(#N)C=1SC(=CC1C(=O)N(CC)C1CC1)C1=CC(=NO1)C=1N(N=C(C1C(F)(F)F)OC(C(C(F)(F)F)F)(F)F)C 2-cyano-N-cyclopropyl-N-ethyl-5-[3-[5-(1,1,2,3,3,3-hexafluoropropoxy)-2-methyl-4-(trifluoromethyl)pyrazol-3-yl]isoxazol-5-yl]thiophene-3-carboxamide